(1R)-1-((benzhydrylamino)ethyl)-N-(5-chloro-4-(trifluoromethyl)pyridin-2-yl)-1,3-thiazole-5-carboxamide C(C1=CC=CC=C1)(C1=CC=CC=C1)NCCS1C=NC=C1C(=O)NC1=NC=C(C(=C1)C(F)(F)F)Cl